COC1=CC=C(CN(S(=O)(=O)C=2C=C3C=CC(NC3=CC2)=O)C2=NC=CC=N2)C=C1 N-(4-methoxybenzyl)-2-oxo-N-(pyrimidin-2-yl)-1,2-dihydroquinoline-6-sulfonamide